3-bromo-1-(4-fluorophenyl)-2-isopropyl-4-(methoxymethoxy)-6-oxido-pyrrolo[2,3-c]pyridin-6-ium BrC1=C(N(C2=C[N+](=CC(=C21)OCOC)[O-])C2=CC=C(C=C2)F)C(C)C